Cholesterol hemiglutarate C(CCCC(=O)O)(=O)O.CC(C)CCC[C@@H](C)[C@H]1CC[C@H]2[C@@H]3CC=C4C[C@@H](O)CC[C@]4(C)[C@H]3CC[C@]12C.CC(C)CCC[C@@H](C)[C@H]1CC[C@H]2[C@@H]3CC=C4C[C@@H](O)CC[C@]4(C)[C@H]3CC[C@]12C